N-(1-methyl-3-(4'-(((S)-tetrahydrofuran-2-yl)methoxy)-4,5,5',6'-tetrahydro-2H-spiro[furan-3,8'-pyrano[3,4-b]pyridin]-2'-yl)-1H-pyrrolo[2,3-c]pyridin-5-yl)acetamide CN1C=C(C=2C1=CN=C(C2)NC(C)=O)C2=CC(=C1C(=N2)C2(OCC1)COCC2)OC[C@H]2OCCC2